1-diethylamino-1,1-dimethyldisiloxane C(C)N([Si](O[SiH3])(C)C)CC